(3aR,5s,6aS)-N-[6-(4-methoxy-phenyl)pyridazin-3-yl]-2-(tetrahydro-pyran-4-ylmethyl)-3,3a,4,5,6,6a-hexahydro-1H-cyclopenta[c]pyrrol-5-amine COC1=CC=C(C=C1)C1=CC=C(N=N1)NC1C[C@@H]2[C@@H](CN(C2)CC2CCOCC2)C1